BrC1=CC=2N(N=CC2S1)COCC[Si](C)(C)C 5-bromo-1-[[2-(trimethylsilyl)ethoxy]methyl]thieno[3,2-c]pyrazole